C(=O)(O)N1CN(CC1)C(=O)O 1,3-dicarboxyimidazolin